C1(CCC(CC1)C(C)(C)O)C menthane-8-ol